ethyl 2-(4,7-dichloro-6-(4,4,5,5-tetramethyl-1,3,2-dioxaborolan-2-yl)-2H-indazol-2-yl)-2-((R)-6-fluoro-6,7-dihydro-5H-pyrrolo[1,2-c]imidazolyl)acetate ClC=1C2=CN(N=C2C(=C(C1)B1OC(C(O1)(C)C)(C)C)Cl)C(C(=O)OCC)C1=C2N(C=N1)C[C@@H](C2)F